1-[(3R)-3-[4-amino-3-(4-phenoxy-phenyl)pyrazolo[3,4-d]pyrimidin-1-yl]piperidin-1-yl]prop-2-en NC1=C2C(=NC=N1)N(N=C2C2=CC=C(C=C2)OC2=CC=CC=C2)[C@H]2CN(CCC2)CC=C